CN1N=CC(=C1)COC=1C=CC2=C(C=C(O2)C2=C(C=NC=C2)C#N)C1 4-{5-[(1-Methyl-1H-pyrazol-4-yl)methoxy]-1-benzofuran-2-yl}pyridine-3-carbonitrile